C(C1=CC=CC=C1)OC(=O)N[C@@H](C(=O)OC1=CC=CC=C1)CNC(C1=CC(=CC(=C1)F)C1=C(C=NN1CC)Cl)=O (R)-phenyl 2-(((benzyloxy)carbonyl)amino)-3-(3-(4-chloro-1-ethyl-1H-pyrazol-5-yl)-5-fluorobenzamido)propanoate